O[C@H]1[C@@]2(CO[C@H]([C@@H]([C@H]1O)NC(C(F)(F)F)=O)O2)COCCOCCOCCOCC[N-]CCC#C N-(1-((1S,2R,3R,4R,5S)-2,3-dihydroxy-4-(2,2,2-trifluoroacetylamino)-6,8-dioxabicyclo[3.2.1]oct-1-yl)-2,5,8,11-tetraoxatridecan-13-yl)but-3-ynylamide